C(C=C)(=O)OCSC=1SC(=NN1)SC(C)C 2-acryloxymethylthio-5-isopropylthio-1,3,4-thiadiazole